(3-hydroxycyclohexyl)-7-methyl-2-((6-methyl-2,3-dihydrobenzofuran-5-yl)amino)-7,9-dihydro-8H-purin-8-one OC1CC(CCC1)N1C2=NC(=NC=C2N(C1=O)C)NC=1C(=CC2=C(CCO2)C1)C